(S)-1,6-diazaspiro[3.5]nonan-2-one N1C(C[C@@]12CNCCC2)=O